(2S,3S)-3-(4-fluoro-2-methylphenyl)-4-methylpentan-2-ol FC1=CC(=C(C=C1)[C@@H]([C@H](C)O)C(C)C)C